C(C)(C)(C)OC(=O)NCCC(C(=O)OC)O methyl 4-[[(tert-butoxy) carbonyl] amino]-2-hydroxybutyrate